1,1,3,3,5,5-Hexaethyl-1,5-bis(3-aminopropyl)trisiloxan C(C)[Si](O[Si](O[Si](CCCN)(CC)CC)(CC)CC)(CCCN)CC